4-(4-bromo-2,6-dichlorobenzyl)-3-fluoro-2-isopropylphenol BrC1=CC(=C(CC2=C(C(=C(C=C2)O)C(C)C)F)C(=C1)Cl)Cl